3-((2S)-2-hydroxy-3-(8-(naphthalene-1-ylsulphonyl)-1-oxa-8-azaspiro[4.5]dec-3-ylamino)propoxy)-N-methylbenzenesulphonamide O[C@H](COC=1C=C(C=CC1)S(=O)(=O)NC)CNC1COC2(C1)CCN(CC2)S(=O)(=O)C2=CC=CC1=CC=CC=C21